tert-butyl 6-(3-cyano-4-iodoquinolin-2-yl)-2,6-diazaspiro[3.4]octane-2-carboxylate C(#N)C=1C(=NC2=CC=CC=C2C1I)N1CC2(CN(C2)C(=O)OC(C)(C)C)CC1